N,N-dibutyloctylamine C(CCC)N(CCCC)CCCCCCCC